CC1(CC(C1)C(CC(=O)OCC)=O)C ethyl 3-(3,3-dimethylcyclobutyl)-3-oxo-propanoate